[NH4+].C(C)(=O)[O-] acetic acid, ammonium salt